ethyl 4-fluoropiperidine-4-carboxylate hydrogen chloride salt Cl.FC1(CCNCC1)C(=O)OCC